N-(1-(6-Chloro-2-(1,1-difluoroethyl)pyrimidin-4-yl)-3-(3-(dimethylamino)-3-methylpyrrolidin-1-yl)-1H-pyrazolo[4,3-c]pyridin-6-yl)acetamide ClC1=CC(=NC(=N1)C(C)(F)F)N1N=C(C=2C=NC(=CC21)NC(C)=O)N2CC(CC2)(C)N(C)C